C(C)(C)N1C(N(C=2N=NC=3C=CC=CC3C21)C)=O 1-isopropyl-3-methyl-1,3-dihydro-2H-imidazo[4,5-c]cinnolin-2-one